2-((4-chloro-5-fluoro-2-(2-methoxy-7-methylquinoxalin-5-yl)benzo[d]thiazol-6-yl)oxy)ethyl (2-oxo-2,3-dihydrobenzo[d]oxazol-6-yl)carbamate O=C1OC2=C(N1)C=CC(=C2)NC(OCCOC2=CC1=C(N=C(S1)C1=C3N=CC(=NC3=CC(=C1)C)OC)C(=C2F)Cl)=O